C(C)(C)(C)OC(N)=O (R)-carbamic acid tert-butyl ester